NC1CN(C1)C(=O)OC(C)(C)C tert-butyl 3-amino-azetidine-1-carboxylate